5-oxo-5,6-dihydrobenzo[b]pyrido[4,3-f][1,4]thiazepine-8-carboxylic acid O=C1NC2=C(SC3=C1C=CN=C3)C=CC(=C2)C(=O)O